Lithium carbon fluoride C(F)(F)(F)F.[Li]